COCCNC(=O)N1C(CCC2=CC=CC=C12)(C)C N-(2-Methoxyethyl)-2,2-dimethyl-3,4-dihydroquinoline-1(2H)-carboxamide